O1CCCC1 rac-(2R)-tetrahydrofuran